2,2'-(ethane-1,2-diylbis(azanediyl))bis(2-(4-hydroxyphenyl)acetic acid) C(CNC(C(=O)O)C1=CC=C(C=C1)O)NC(C(=O)O)C1=CC=C(C=C1)O